(6-((2-(dimethylamino)ethyl)(methyl)amino)pyridin-3-yl)methanol CN(CCN(C1=CC=C(C=N1)CO)C)C